Tetraethyl pentane-1,5-diyl bisphosphate P(=O)(OCC)(OCC)OCCCCCOP(=O)(OCC)OCC